1-(l-1-dodecylamino-10-hydroxyundecyl)-3,7-dimethylxanthine C(CCCCCCCCCCC)NC(CCCCCCCCC(C)O)N1C(=O)N(C=2N=CN(C2C1=O)C)C